(2S)-3-methyl-2-[methyl-[3-[(E)-2-methylsulfonylvinyl]cyclobutanecarbonyl]amino]butanoic acid CC([C@@H](C(=O)O)N(C(=O)C1CC(C1)\C=C\S(=O)(=O)C)C)C